CN(C)CC1CCN(CC1)C1=NC2=CC=C(C=C2C(N1)(NCC1=CC(=CC=C1)Cl)C1=CC=C(C=C1)Cl)C=1C(=NOC1C)C 2-(4-((dimethylamino)methyl)piperidin-1-yl)-6-(3,5-dimethylisoxazol-4-yl)-N-(3-chlorobenzyl)-4-(4-chloro-phenyl)quinazolin-4-amine